4-(2-Amino-2-methylpropanoyl)-N-[1-(4-{[(7S)-7-amino-5-azaspiro[2.4]heptan-5-yl]methyl}phenyl)-2-oxo-1,2-dihydropyrimidin-4-yl]piperazine-1-carboxamide Hydrochloride Salt Cl.NC(C(=O)N1CCN(CC1)C(=O)NC1=NC(N(C=C1)C1=CC=C(C=C1)CN1CC2(CC2)[C@@H](C1)N)=O)(C)C